trans-1,2-di-p-toluenesulfonyl-4-tert-butylstyrene CC1=CC=C(C=C1)S(=O)(=O)[C@@]1(C=C)[C@@H](C=C(C=C1)C(C)(C)C)S(=O)(=O)C1=CC=C(C)C=C1